(2S)-2-((S)-2-amino-2-cyclopentylacetamido)-N-methoxy-N-methyl-3-(2-oxopyrrolidin-3-yl)propanamide N[C@H](C(=O)N[C@H](C(=O)N(C)OC)CC1C(NCC1)=O)C1CCCC1